O1C(=CC=C1)C(=O)NC[C@H](CC1=CC=C(C=C1)C)N1C(N(C2=C1C=CC=C2)CC2=CC=C(C=C2)C)=NC(OC(C)(C)C)=O tert-butyl (S)-(1-(1-(furan-2-carboxamido)-3-(p-tolyl)propan-2-yl)-3-(4-methylbenzyl)-1,3-dihydro-2H-benzo[d]imidazol-2-ylidene)carbamate